C(=C)[Mg]Br vinyl-magnesium bromide